(1-Cyano-2-ethoxy-2-oxoethylidenaminooxy)dimethyl-amino-morpholino-carbenium hexafluorophosphate F[P-](F)(F)(F)(F)F.C(#N)C(C(=O)OCC)=NO[C+](N1CC(OCC1)(C)C)N